(3R)-3-amino-8-fluoro-7-[5-(1-fluoro-1-methyl-ethyl)-1,2,4-oxadiazol-3-yl]-5-[(4-fluorophenyl)methyl]-1,1-dioxo-2,3-dihydro-1λ6,5-benzothiazepin-4-one N[C@H]1CS(C2=C(N(C1=O)CC1=CC=C(C=C1)F)C=C(C(=C2)F)C2=NOC(=N2)C(C)(C)F)(=O)=O